2-methyl-2-(2-(methylsulfonylamino)pyrimidin-4-yl)-N-(4-(6-(trifluoromethyl)pyrazin-2-yl)phenyl)propanamide CC(C(=O)NC1=CC=C(C=C1)C1=NC(=CN=C1)C(F)(F)F)(C)C1=NC(=NC=C1)NS(=O)(=O)C